COC=1C=C(C=O)C=CC1 m-methoxybenzaldehyde